[C].[Cu] Copper Carbon